(6-ethoxybenzothiazol-2-yl)-3-methylbutan-2-ol C(C)OC1=CC2=C(N=C(S2)CC(C(C)C)O)C=C1